FC(C=1C=CC(=NC1)OC=1C(=NC=CN1)C1CCN(CC1)C(C=C)=O)(F)F 1-(4-(3-((5-(trifluoromethyl)pyridin-2-yl)oxy)pyrazin-2-yl)piperidin-1-yl)prop-2-en-1-one